C(C1=CC=CC=C1)OC1=NC(=C(C2=C1C=CO2)Br)NC2=C(C(=CC=C2C)OC)C 4-(benzyloxy)-7-bromo-6-[(3-methoxy-2,6-dimethylphenyl)amino]furo[3,2-c]pyridine